methyl 2-hydroxycaproate OC(C(=O)OC)CCCC